6-Cyclopropanecarboxamido-4-{[2-methoxy-3-(5-{1-[(2-methoxyethyl)carbamoyl]butyl}-1,2,4-oxadiazol-3-yl)phenyl]amino}-N-(2H3)methylpyridazine-3-carboxamide C1(CC1)C(=O)NC1=CC(=C(N=N1)C(=O)NC([2H])([2H])[2H])NC1=C(C(=CC=C1)C1=NOC(=N1)C(CCC)C(NCCOC)=O)OC